3-bromo-2-(4-bromophenyl)-6-methoxy-1-oxo-benzothiophen-1-ium BrC1=C([SH+](C2=C1C=CC(=C2)OC)=O)C2=CC=C(C=C2)Br